3-(tert-Butyldithio)-N-(prop-2-yn-1-yl)propionamide C(C)(C)(C)SSCCC(=O)NCC#C